(2S,4s)-2-(4-(4-(tert-butyl)phenyl)piperidine-1-carbonyl)-7-oxa-5-azaspiro[3.4]octan-6-one C(C)(C)(C)C1=CC=C(C=C1)C1CCN(CC1)C(=O)C1CC2(C1)NC(OC2)=O